O=C1CC2(CN(C2)C(=O)OC(C)(C)C)C1 tert-Butyl 6-oxo-2-azaspiro[3.3]heptane-2-carboxylate